OC1=C(C(=O)C2=CC=C(C=C2)OCCOCCOC(C(=C)C)=O)C=CC(=C1)C(C)(C)C 2-hydroxy-4-tert-butyl-4'-(2-methacryloyloxyethoxyethoxy)benzophenone